(5-(S)-(tert-Butoxycarbonylamino)-6-phenyl-(4R)-hydroxy-(2R)-benzylhexanoyl)-L-leucyL-phenylalaninamide C(C)(C)(C)OC(=O)N[C@@H](CCCC(=O)N[C@@H](CC(C)C)C(=O)N[C@@H](CC1=CC=CC=C1)C(=O)N)C(C1=CC=CC=C1)(CC1=CC=CC=C1)O